N\C(\C(=O)OCC)=N/N1C(CCC1C1=CC=CC=C1)=O ethyl (Z)-2-amino-2-((2-oxo-5-phenylpyrrolidin-1-yl)imino)acetate